(1R,3S,5R)-2-(2-(3-acetyl-5-(2-methylpyrimidin-5-yl)-1H-indazol-1-yl)acetyl)-5-methyl-N-((S)-4-phenylbutan-2-yl)-2-azabicyclo[3.1.0]hexane-3-carboxamide C(C)(=O)C1=NN(C2=CC=C(C=C12)C=1C=NC(=NC1)C)CC(=O)N1[C@@H]2C[C@@]2(C[C@H]1C(=O)N[C@@H](C)CCC1=CC=CC=C1)C